methyl 3-amino-6-vinylpyrazine-2-carboxylate NC=1C(=NC(=CN1)C=C)C(=O)OC